2-(4-bromophenyl)-4-chloro-6-((4-methoxybenzyl)oxy)pyrimidine BrC1=CC=C(C=C1)C1=NC(=CC(=N1)Cl)OCC1=CC=C(C=C1)OC